C(C)(=O)OCC(CC1=C(N(C2=CC=C(C=C12)Br)CC)C=1C(=NC=C(C1)N1CCN(CC1)C1CC1)[C@H](C)OC)(C)C (S)-3-(5-bromo-2-(5-(4-cyclopropylpiperazin-1-yl)-2-(1-methoxyethyl)pyridin-3-yl)-1-ethyl-1H-indol-3-yl)-2,2-dimethylpropyl acetate